N-(3-bromo-5-fluorophenyl)oxetane-3-carboxamide tert-butyl-6-(3-methylfuro[3,2-b]pyridin-5-yl)-2,6-diazaspiro[3.4]octane-2-carboxylate C(C)(C)(C)OC(=O)N1CC2(C1)CN(CC2)C2=CC=C1C(=N2)C(=CO1)C.BrC=1C=C(C=C(C1)F)NC(=O)C1COC1